1-methylimidazolin-2-imine Hydrobromide Br.CN1C(NCC1)=N